(2R)-N-tert-butyl-3-methyl-2-{methyl[2-(pyridin-2-yl)-5H,6H,7H-cyclopenta[d]pyrimidin-4-yl]amino}butanamide C(C)(C)(C)NC([C@@H](C(C)C)N(C=1C2=C(N=C(N1)C1=NC=CC=C1)CCC2)C)=O